OC1=CC=C(C=C1)N=NC1=CC=C(C=C1)S(=O)(=O)N 4-(4'-Hydroxyphenyl)diazenylbenzenesulfonamide